OC1=NN(C=C1)C hydroxy-1-methyl-1H-pyrazole